ClC=1C(=NC(=CC1)OC)OC[C@@H]1N[C@@H]2C[C@@H]2C1 (1R,3R,5R)-3-{[(3-chloro-6-methoxypyridin-2-yl)oxy]methyl}-2-azabicyclo[3.1.0]hexane